C(CCCCCCCCCCCCCCCCC)[Mg].[Br] Bromine (octadecyl)magnesium